ClC1=C(C=CC=C1)S(=O)(=O)NC1=C(C=C(C(=C1)C1=CC2=C(N=C(N=C2)NC)N2C1=NCC2)C)F 2-chloro-N-(2-fluoro-4-methyl-5-(2-(methylamino)-8,9-dihydroimidazo[1',2':1,6]pyrido[2,3-d]pyrimidin-6-yl)phenyl)benzenesulfonamide